carbon niobium-vanadium [V].[Nb].[C]